cyclopropyl-[(4R,6R)-4-fluoro-6-phenyl-5,6-dihydro-4H-pyrrolo[1,2-b]pyrazol-2-yl]methanone C1(CC1)C(=O)C=1C=C2N(N1)[C@H](C[C@H]2F)C2=CC=CC=C2